C(C(=C)C)(=O)OC(CCCCCCC)OC(C(=C)C)=O octanediol dimethacrylate